2-methoxy-4-(5-oxo-4,5-dihydro-1,2,4-oxadiazol-3-yl)benzoic acid COC1=C(C(=O)O)C=CC(=C1)C1=NOC(N1)=O